FC(C=1C=C2C(=CNC2=CC1)CCCCC1NCCN(C1)C1=C(OC2=C1C=CC=C2)C(=O)N)(F)F (5-(4-(5-(trifluoromethyl)-1H-indole-3-yl)butyl)piperazine-1-yl)benzofuran-2-carboxamide